Benzyl (2,2,6,6-tetramethylpiperidin-4-yl)carbamate hydrochloride Cl.CC1(NC(CC(C1)NC(OCC1=CC=CC=C1)=O)(C)C)C